NC1=C(C(=NC=2N1N=C(C2CC)C)NCCC2=NC(=CC=C2)C=O)C#N amino-3-ethyl-5-((2-(6-formylpyridin-2-yl)ethyl)amino)-2-methylpyrazolo[1,5-a]pyrimidine-6-carbonitrile